FC1=C(C(=CC(=C1)OC)F)[C@H]1[C@@H](C(N(C1)CCC)=O)NC(=O)NC1=CC=C(C=C1)F |o1:10,11| (-)-1-[(3S*,4R*)-4-(2,6-difluoro-4-methoxyphenyl)-2-oxo-1-propylpyrrolidin-3-yl]-3-(4-fluorophenyl)urea